tert-butyl N-[[4-[2-(2-amino-3-pyridyl)-6-carbamoyl-imidazo[4,5-b]pyridin-3-yl]phenyl]methyl]carbamate NC1=NC=CC=C1C1=NC=2C(=NC=C(C2)C(N)=O)N1C1=CC=C(C=C1)CNC(OC(C)(C)C)=O